tert-Butyl (2R,4S)-2-(((S)-1-(((6-amino-2-methylpyridin-3-yl)methyl)amino)-1-oxopropan-2-yl)carbamoyl)-4-(3,5-dimethoxybenzyl)pyrrolidine-1-carboxylate NC1=CC=C(C(=N1)C)CNC([C@H](C)NC(=O)[C@@H]1N(C[C@H](C1)CC1=CC(=CC(=C1)OC)OC)C(=O)OC(C)(C)C)=O